3-bromo-4-ethyl-5-(2-fluoro-4-methoxyphenyl)pyridin-2-amine BrC=1C(=NC=C(C1CC)C1=C(C=C(C=C1)OC)F)N